CC=1N(C2=CC=CC=C2C1C)CC(CN1CCOCC1)N 1-(2,3-dimethyl-1H-indol-1-yl)-3-morpholinopropan-2-amine